(5RS)-2-(4-Methylbenzyl)-3-oxo-2,3,5,6,7,8-hexahydro[1,2,4]triazolo[4,3-a]pyridin CC1=CC=C(CN2N=C3N(CCCC3)C2=O)C=C1